sodium Lanthanum [La].[Na]